4-dicyanomethyl-benzopyran C(#N)C(C1=CCOC2=C1C=CC=C2)C#N